6-[1-(trifluoromethyl)vinyl]imidazo[1,2-a]pyrazine FC(C(=C)C=1N=CC=2N(C1)C=CN2)(F)F